1-cyclopropyl-6-(4-(2-isobutyl-2,7-diazaspiro[3.5]nonan-7-yl)phenyl)-2-(4-(methylsulfonyl)phenyl)-1H-imidazo[4,5-c]pyridine C1(CC1)N1C(=NC=2C=NC(=CC21)C2=CC=C(C=C2)N2CCC1(CN(C1)CC(C)C)CC2)C2=CC=C(C=C2)S(=O)(=O)C